N-(2-aminoethyl)-3-(benzyloxy)-1-methyl-2-oxo-1,2-dihydropyridine-4-carboxamide NCCNC(=O)C1=C(C(N(C=C1)C)=O)OCC1=CC=CC=C1